(4S)-4-(hydroxymethyl)-1-(5-{[2-methyl-6-(trifluoromethyl)phenyl]methoxy}pyridin-2-yl)imidazolidin-2-one tert-butyl-(R)-3-(4-bromo-1H-indol-1-yl)piperidine-1-carboxylate C(C)(C)(C)OC(=O)N1C[C@@H](CCC1)N1C=CC2=C(C=CC=C12)Br.OC[C@H]1NC(N(C1)C1=NC=C(C=C1)OCC1=C(C=CC=C1C(F)(F)F)C)=O